(ADAMANTAN-1-YL)-2-((6-(NEOPENTYLOXY)-2-OXO-1,2-DIHYDROPYRIMIDIN-4-YL)OXY)ACETAMIDE C12(CC3CC(CC(C1)C3)C2)C(C(=O)N)OC2=NC(NC(=C2)OCC(C)(C)C)=O